7-Isopropoxy-N-(3-methoxyisothiazol-4-yl)-2-(1-methyl-2-oxabicyclo[2.2.1]heptan-4-yl)imidazo[1,2-a]pyridine-6-carboxamide C(C)(C)OC1=CC=2N(C=C1C(=O)NC=1C(=NSC1)OC)C=C(N2)C21COC(CC2)(C1)C